C(#N)/C(/C(=O)OCC)=C/OCC ethyl (Z)-2-cyano-3-ethoxy-prop-2-enoate